2-[1-[4-ethyl-5-(8-methylimidazo[1,2-a]pyridin-6-yl)pyrimidin-2-yl]-4-piperidinyl]-5-oxa-2,8-diazaspiro[3.5]nonane C(C)C1=NC(=NC=C1C=1C=C(C=2N(C1)C=CN2)C)N2CCC(CC2)N2CC1(C2)OCCNC1